methanesulfonic acid magnesium chloride salt [Cl-].[Mg+2].CS(=O)(=O)O.[Cl-]